N2,N2,N6,N6-tetrakis(2-methoxyethyl)-4-(4-methoxypiperidin-1-yl)-8-(piperidin-1-yl)pyrimido[5,4-d]pyrimidine-2,6-diamine COCCN(C=1N=C(C2=C(N1)C(=NC(=N2)N(CCOC)CCOC)N2CCCCC2)N2CCC(CC2)OC)CCOC